(S)-N-(4-(N-tert-butylsulfamoyl)phenyl)-2-(1-oxo-3,4-dihydroisoquinolin-2(1H)-yl)-3-phenylpropanamide C(C)(C)(C)NS(=O)(=O)C1=CC=C(C=C1)NC([C@H](CC1=CC=CC=C1)N1C(C2=CC=CC=C2CC1)=O)=O